FC(C12CC(C1)(C2)NC(OCC)=O)(F)F Ethyl (3-(trifluoromethyl)bicyclo[1.1.1]pentan-1-yl)carbamate